C(C)NS(=O)(=O)C=1C=C2C(=CN(C2=CC1)C1=CC=C(C=C1)C(F)(F)F)C=1N=CN(C1)C n-ethyl-3-(1-methyl-1H-imidazol-4-yl)-1-(4-(trifluoromethyl)phenyl)-1H-indole-5-sulfonamide